C(C)(C)(C)OC(=O)N1C[C@@H](N(CC1)C=1C=C(C=CC1)C)C.FC1=C(OC2=CC=C(C=C2)C=2N=C(N3C2C(=NC=C3C)C)[C@H]3N(CCCC3)C(C#CC)=O)C=CC=C1OC (S)-1-(2-(1-(4-(2-fluoro-3-methoxyphenoxy)phenyl)-5,8-dimethylimidazo[1,5-a]pyrazin-3-yl)piperidin-1-yl)but-2-yn-1-one tert-Butyl-(S)-3-methyl-4-(m-tolyl)piperazine-1-carboxylate